Chloromethylfurfural ClCC1=C(C=O)OC=C1